ClC=1C=C(C=C(C1)COC)C(CN(C)C)O 1-(3-Chloro-5-(methoxymethyl)phenyl)-2-(dimethylamino)ethan-1-ol